2-(2,6-dioxopiperidin-3-yl)-5-(4-((4-(2-(4-(5-methyl-5H-pyrido[4,3-b]indol-7-yl)piperazin-1-yl)ethyl)piperidin-1-yl)methyl)piperidin-1-yl)isoindoline-1,3-dione O=C1NC(CCC1N1C(C2=CC=C(C=C2C1=O)N1CCC(CC1)CN1CCC(CC1)CCN1CCN(CC1)C=1C=CC=2C3=C(N(C2C1)C)C=CN=C3)=O)=O